CC(CCCNC(=O)N1C=NC2=C1C=CC=C2N2CCOCC2)(C)C N-(4,4-Dimethylpentyl)-4-morpholino-1H-benzo[d]imidazole-1-carboxamide